N=1C=NN2C1C=C(C=C2)C=2C=NN(C2)CC(=O)NC2=CC=C(C=C2)C(F)(F)F 2-[4-([1,2,4]Triazolo[1,5-a]pyridin-7-yl)pyrazol-1-yl]-N-[4-(trifluoromethyl)phenyl]acetamide